CN1C(CCC1=O)C(=O)NC=1C=C(C=C2CCCOC12)OC1=NC=C(C=C1)C(F)(F)F 1-Methyl-5-oxo-N-(6-((5-(trifluoromethyl)pyridin-2-yl)oxy)chroman-8-yl)-pyrrolidine-2-carboxamide